(3-((2-(Pyridin-4-yl)phenyl)ethynyl)-1H-indazol-5-yl)(2,7-diazaspiro[3.5]nonan-2-yl)methanone N1=CC=C(C=C1)C1=C(C=CC=C1)C#CC1=NNC2=CC=C(C=C12)C(=O)N1CC2(C1)CCNCC2